1,4-Benzenedicarboxylic acid, bis(2-ethyl) ester C1(=CC=C(C=C1)C(=O)OCC)C(=O)OCC